C(#N)C1=C(OC=2C=C3C(N(C=NC3=CC2)CCC2CCN(CC2)C(CN2CCC(CC2)C2=CC(=C(C=C2)NC2C(NC(CC2)=O)=O)F)=O)=O)C(=CC=C1NS(N(C)CC)(=O)=O)F 6-[2-cyano-3-[[ethyl(methyl)sulfamoyl]amino]-6-fluoro-phenoxy]-3-[2-[1-[2-[4-[4-[(2,6-dioxo-3-piperidyl)amino]-3-fluoro-phenyl]-1-piperidyl]acetyl]-4-piperidyl]ethyl]-4-oxo-quinazoline